3-amino-N-[(3R)-7-[(3S,4S)-3-amino-4-(fluoromethyl)pyrrolidin-1-yl]-3,4-dihydro-2H-1-benzopyran-3-yl]-6-methylthieno[2,3-b]pyridine-2-carboxamide NC1=C(SC2=NC(=CC=C21)C)C(=O)N[C@H]2COC1=C(C2)C=CC(=C1)N1C[C@H]([C@H](C1)CF)N